C(CCCCCCCCCCCC)OCC(OCCCCCCCCCCCCC)COP(=O)(O)OCC(O)CO 1,2-ditridecylglycero-3-phospho-glycerol